OC[C@H](C1=CC=CC=C1)NC1=CC(=NC=C1C1=NC(=NO1)C=1C=NC=CC1)NC1=CC=C2C(=N1)C(OB2O)(C)C (S)-5-((4-((2-hydroxy-1-phenylethyl)amino)-5-(3-(pyridin-3-yl)-1,2,4-oxadiazol-5-yl)pyridin-2-yl)amino)-3,3-dimethyl-[1,2]oxaborolo[4,3-b]pyridin-1(3H)-ol